C(CC(C)C)OC1=C(N=CC=2N1N=C(N2)N[C@@H]2[C@@H](CN(CC2)S(=O)(=O)C)C)C=2C=NNC2 5-(isopentyloxy)-N-((3R,4S)-3-methyl-1-(methylsulfonyl)piperidin-4-yl)-6-(1H-pyrazol-4-yl)-[1,2,4]triazolo[1,5-a]pyrazin-2-amine